Cl.CN(C)CCCC=C(C(=O)N)C dimethylaminopropylmethacrylamide hydrochloride salt